bis(8-monohydroxyquinoline) zinc (II) [Zn+2].OC=1C=CC=C2C=CC=NC12.OC=1C=CC=C2C=CC=NC12